(S)-2-(4-(4-chloropyrazolo[1,5-a]pyridin-2-yl)-6,7-dihydro-1H-imidazo[4,5-c]pyridin-5(4H)-yl)-5-(trifluoromethyl)-1,3,4-oxadiazole ClC=1C=2N(C=CC1)N=C(C2)[C@H]2N(CCC1=C2N=CN1)C=1OC(=NN1)C(F)(F)F